ClC1=C(C(=CC=C1)Cl)N1CC(C1)C=1C=C2CCC(C2=CC1)N1CCC(CC1)C(=O)O 1-(5-(1-(2,6-dichlorophenyl)azetidin-3-yl)-2,3-dihydro-1H-inden-1-yl)-piperidine-4-carboxylic acid